12-(4-(2-(4-aminopiperidin-1-yl)-4-(4-cyanophenyl)-1-methyl-6-oxo-1,6-dihydropyrimidin-5-yl)phenoxy)-N-hydroxydodecanamide hydrochloride Cl.NC1CCN(CC1)C=1N(C(C(=C(N1)C1=CC=C(C=C1)C#N)C1=CC=C(OCCCCCCCCCCCC(=O)NO)C=C1)=O)C